C(C)(=O)NCCOC1=C(C=C(OC2CN(C2)C=2C(=C(C(=O)OC)C=CC2)N2C=CC=C2)C=C1)OC Methyl 3-(3-(4-(2-acetylaminoethoxy)-3-methoxyphenoxy)azetidin-1-yl)-2-(1H-pyrrol-1-yl)benzoate